ClC1=NN(C(=C1)C(=O)OC)CCC1CCN(CC1)C(=O)OC(C)(C)C tert-butyl 4-(2-(3-chloro-5-(methoxycarbonyl)-1H-pyrazol-1-yl)ethyl)piperidine-1-carboxylate